(5-(4-fluoro-6-(prop-1-en-2-yl)-1-((2-(trimethylsilyl)ethoxy)methyl)-1H-benzo[d]imidazol-2-yl)-1-((2-(trimethylsilyl)ethoxy)methyl)-1H-pyrrol-3-yl)(2-(trifluoromethyl)phenyl)methanone FC1=CC(=CC=2N(C(=NC21)C2=CC(=CN2COCC[Si](C)(C)C)C(=O)C2=C(C=CC=C2)C(F)(F)F)COCC[Si](C)(C)C)C(=C)C